FC1=CNC2=CC(=CC=C12)NC=1NC2=C(N1)C=CC(=C2)C2=NN(C=C2)C N-(3-fluoro-1H-indol-6-yl)-5-(1-methylpyrazol-3-yl)-3H-1,3-benzodiazol-2-amine